1,3-diethyl 2-[(2-bromo-4-fluorophenyl)methyl]propanedioate BrC1=C(C=CC(=C1)F)CC(C(=O)OCC)C(=O)OCC